C(C=C)C1C(OC(C1)=O)=O 3-allyldihydrofuran-2,5-dione